7-chloro-2,4-dihydroxy-9H-indeno[2,1-d]pyrimidin-9-one ClC1=CC=2C(C=3N=C(N=C(C3C2C=C1)O)O)=O